O1CCN2C1CN1C(NC(C=C12)=O)=O 10,10a-dihydro-2H-oxazolo[3',2':3,4]imidazo[1,2-c]pyrimidine-6,8(3H,7H)-dione